3,5-dimethylquinoline CC=1C=NC2=CC=CC(=C2C1)C